NC1=C(C(=C(OC2=NC=CC=C2C2=NC(=NC=C2)N[C@@H]2CN(CCC2)C(=O)OC(C)(C)C)C=C1)F)F tert-butyl (S)-3-((4-(2-(4-amino-2,3-difluorophenoxy)pyridin-3-yl)pyrimidin-2-yl)amino)piperidine-1-carboxylate